BrC1=NN(C2=CC=C(C=C12)C=1SC2=C(N1)C=C(C(=C2C2=CC=C(C=C2)Cl)[C@@H](C(=O)OCC)OC(C)(C)C)C)C Ethyl (S)-2-(2-(3-bromo-1-methyl-1H-indazol-5-yl)-7-(4-chlorophenyl)-5-methylbenzo[d]thiazol-6-yl)-2-(tert-butoxy)acetate